n-nonane bromide [Br-].CCCCCCCCC